((4-(7-(tert-Butoxycarbonyl)-2,7-diazaspiro[3.5]non-2-yl)pyrimidin-5-yl)oxy)-5-fluorobenzoic acid lithium [Li].C(C)(C)(C)OC(=O)N1CCC2(CN(C2)C2=NC=NC=C2OC2=C(C(=O)O)C=C(C=C2)F)CC1